OCC1CC2C3CC(C(C2C1)C3)C(=O)OC 4-hydroxymethyl-8-methoxycarbonyl-tricyclo[5.2.1.02,6]decane